N-((1S)-2-((2-fluoro-4-(1-oxo-1-((2,2,2-trifluoroethyl)amino)propan-2-yl)phenyl)amino)-1-(4-methylcyclohexyl)-2-oxoethyl)-1-(prop-2-yn-1-yl)-1H-pyrazole-5-carboxamide FC1=C(C=CC(=C1)C(C(NCC(F)(F)F)=O)C)NC([C@H](C1CCC(CC1)C)NC(=O)C1=CC=NN1CC#C)=O